(S)-4-(2-(((2R,7aS)-2-fluorotetrahydro-1H-pyrrolizin-7a(5H)-yl)methoxy)-8-(6-methyl-1H-indazol-4-yl)pyrido[4',3':4,5]thieno[2,3-d]pyrimidin-4-yl)-6-methyl-1,4-oxazepan-6-ol F[C@@H]1C[C@@]2(CCCN2C1)COC=1N=C(C2=C(N1)SC1=C2C=CN=C1C1=C2C=NNC2=CC(=C1)C)N1CCOC[C@](C1)(O)C